The molecule is an optically active form of tyrosinium having L-configuration. It has a role as a fundamental metabolite. It is a conjugate acid of a L-tyrosine and a L-tyrosine zwitterion. It is an enantiomer of a D-tyrosinium. C1=CC(=CC=C1C[C@@H](C(=O)O)[NH3+])O